7-bromo-1-(2,4-difluorophenyl)-1H-pyrazolo[4,3-c]pyridine BrC=1C2=C(C=NC1)C=NN2C2=C(C=C(C=C2)F)F